5-(4-phenylbutoxy)-6-amino-N-carboxyethyl-isoindoline-1,3-dione C1(=CC=CC=C1)CCCCOC=1C=C2C(N(C(C2=CC1N)=O)CCC(=O)O)=O